((S)-1-(2-(6-((cis)-2,6-dimethylmorpholino)pyridin-2-yl)-1,6-naphthyridin-7-yl)-3-morpholinopropyl)-4-methyl-3-(methylsulfonyl)benzamide C[C@@H]1O[C@@H](CN(C1)C1=CC=CC(=N1)C1=NC2=CC(=NC=C2C=C1)[C@@H](CCN1CCOCC1)C1=C(C(=O)N)C=CC(=C1S(=O)(=O)C)C)C